N-(5-(6-(3-cyanopyrrolo[1,2-b]pyridazin-7-yl)-4-(isopropylamino)pyridin-3-yl)-1,3,4-thiadiazol-2-yl)acetamide C(#N)C1=CC=2N(N=C1)C(=CC2)C2=CC(=C(C=N2)C2=NN=C(S2)NC(C)=O)NC(C)C